Trans-2,2-dichloro-N-(4-chloro-3-(2-(2-cyclopropylacetyl)-2-methylhydrazine-1-carbonyl)phenyl)-3-(3,5-dichlorophenyl)cyclopropane-1-carboxamide ClC1([C@H]([C@@H]1C1=CC(=CC(=C1)Cl)Cl)C(=O)NC1=CC(=C(C=C1)Cl)C(=O)NN(C)C(CC1CC1)=O)Cl